C(=C)[C@H](C(=O)O)CCCC (R)-2-VINYLHEXANOIC ACID